C(C1=CC=CC=C1)OCCCC=1C(=C(N=NC1Cl)NC=1SC2=C(N1)C=CC=C2)C N-{5-[3-(Benzyloxy)propyl]-6-chloro-4-methylpyridazin-3-yl}-1,3-benzothiazol-2-amine